1-{5-Ethynyl-2-[(4-methanesulfonylphenyl)amino]pyrido[2,3-d]pyrimidin-7-yl}-1,3-diazaspiro[4.4]nonan-2-one C(#C)C1=CC(=NC=2N=C(N=CC21)NC2=CC=C(C=C2)S(=O)(=O)C)N2C(NCC21CCCC1)=O